FC1CCN(CC1)C1=C(C=CC(=C1)N1CCOCC1)NC(=O)C=1N=C(SC1)C=1C=NNC1 N-(2-(4-fluoropiperidin-1-yl)-4-morpholinylphenyl)-2-(1H-pyrazol-4-yl)thiazole-4-carboxamide